2-hydroxy-3-(prop-2-enoyloxy)propyl 2-methyl-2-propylhexanoate CC(C(=O)OCC(COC(C=C)=O)O)(CCCC)CCC